(1,5-cyclopentadiene) iridium (I) [Ir+].C=1=CCCC1